tert-butyl 4-[7-[[(1R)-1-[3-(difluoromethyl)-2-fluoro-phenyl]ethyl]carbamoyl]-1H-pyrrolo[3,2-b]pyridin-5-yl]-3,6-dihydro-2H-pyridine-1-carboxylate FC(C=1C(=C(C=CC1)[C@@H](C)NC(=O)C1=C2C(=NC(=C1)C=1CCN(CC1)C(=O)OC(C)(C)C)C=CN2)F)F